2-chloroethyl-methyl-ethyl-sulfonium iodide [I-].ClCC[S+](CC)C